O1C(=CC=C1C=O)C=1OC(=CC1)C=O (2,2'-bifuran)-5,5'-dicarbaldehyde